OCC1(COC1)C1=CC=C(C=C1)C1=CC(=CC(=C1)N1N=NC(=C1)C1=CC=C(C=C1)C(F)(F)F)C(=O)O 4'-(3-(Hydroxymethyl)oxetan-3-yl)-5-(4-(4-(trifluoromethyl)phenyl)-1H-1,2,3-triazol-1-yl)-[1,1'-biphenyl]-3-carboxylic acid